3-(3,5-di-tert-butyl-4-hydroxyphenyl)-2,6'-hexamethylenebis(3,5-di-tert-butyl-4-hydroxy-hydrocinnamamide) C(C)(C)(C)C=1C=C(C=C(C1O)C(C)(C)C)C(CCC1=C(CCC(=O)N)C=C(C(=C1C(C)(C)C)O)C(C)(C)C)CCCC1=C(C(=C(C=C1CCC(=O)N)C(C)(C)C)O)C(C)(C)C